Cl.N[C@H](C(=O)OC)CC1=CC=C(C=2N1C=CN2)C2=NC(=CC=C2C(F)(F)F)C methyl (S)-2-amino-3-(8-(6-methyl-3-(trifluoromethyl)pyridin-2-yl) imidazo[1,2-a]pyridin-5-yl)propanoate hydrochloride